3-(5-(4-(2-(4-(4-(4-amino-3-(4-phenoxyphenyl)-1H-pyrazolo[3,4-d]pyrimidin-1-yl)piperidine-1-carbonyl)piperazin-1-yl)ethyl)piperidin-1-yl)-1-oxoisoindolin-2-yl)piperidine-2,6-dione NC1=C2C(=NC=N1)N(N=C2C2=CC=C(C=C2)OC2=CC=CC=C2)C2CCN(CC2)C(=O)N2CCN(CC2)CCC2CCN(CC2)C=2C=C1CN(C(C1=CC2)=O)C2C(NC(CC2)=O)=O